[C].[Ti] titanium carbon